FC=1C=C(C=C(C1)C)N1N=C(C(=C1)C=O)C1=CNC=C1 1-(3-fluoro-5-methylphenyl)-3-(1H-pyrrol-3-yl)-1H-pyrazole-4-formaldehyde